3-(2,5-dichloropyrimidin-4-yl)-7-methyl-1H-indole ClC1=NC=C(C(=N1)C1=CNC2=C(C=CC=C12)C)Cl